CN(C)CC=1NC2=CC=CC=C2C1C1NC(C=2C=C3C(=CC12)NC=N3)=O 7-{2-[(dimethylamino)methyl]-1H-indol-3-yl}-1H,5H,6H,7H-imidazo[4,5-f]isoindol-5-one